BrC=1N=CC(=NC1)NC(=O)C1=CC=2N(C=C1OCC)N=C(C2)C N-(5-bromopyrazin-2-yl)-6-ethoxy-2-methylpyrazolo[1,5-a]pyridine-5-carboxamide